ClCCOC=1C=2N=CN([C@H]3[C@H](O)[C@H](O)[C@@H](CO)O3)C2N=C(N1)N O6-(2-chloroethyl)guanosine